FC=1C=C2CN(C(NC2=CC1)=O)C(C(=O)OC)CC(C)C methyl 2-(6-fluoro-2-oxo-1,4-dihydroquinazolin-3(2H)-yl)-4-methylpentanoate